FC1=C(C=C(C(=C1O)F)C(F)(F)F)C1=NN(C2=NC(=NC=C21)N2CC(OCC2)CC(=O)O)C 2-(4-(3-(2,4-Difluoro-3-hydroxy-5-(trifluoromethyl)phenyl)-1-methyl-1H-pyrazolo[3,4-d]pyrimidin-6-yl)morpholin-2-yl)acetic Acid